(5-(7-fluoro-6-((3S,4S)-3-hydroxy-4-methoxypiperidin-1-yl)-1H-imidazo[4,5-c]pyridin-2-yl)-1H-pyrrol-3-yl)(2-(trifluoromethyl)phenyl)methanone FC=1C2=C(C=NC1N1C[C@@H]([C@H](CC1)OC)O)N=C(N2)C2=CC(=CN2)C(=O)C2=C(C=CC=C2)C(F)(F)F